FC1=C(C(=CC=C1)F)C1=N[C@H](C2=NC(=NN2C=2SC=3CCCOCC3C12)C)C (7S)-9-(2,6-difluorophenyl)-4,7-dimethyl-13-oxa-18-thia-2,3,5,8-tetrazatetracyclo[8.8.0.02,6.011,17]octadeca-1(10),3,5,8,11(17)-pentaene